N-[(1S,2S)-2-Hydroxycyclohexyl]4-[4-(2-methoxyphenyl)-benzyl]-pyrrolo[1,2-b]pyridazine-2-carboxamide O[C@@H]1[C@H](CCCC1)NC(=O)C=1C=C(C=2N(N1)C=CC2)CC2=CC=C(C=C2)C2=C(C=CC=C2)OC